C(C)(C)(C)OC(NCC(CN(C(CO)=O)[C@H](C(C)(C)C)C=1N(C=C(N1)C1=C(C=CC(=C1)F)F)CC1=CC=CC=C1)CS)=O tert-Butyl-{3-[{(1R)-1-[1-benzyl-4-(2,5-difluorophenyl)-1H-imidazol-2-yl]-2,2-dimethylpropyl} (glycoloyl)amino]-2-(sulfanylmethyl)propyl}carbamat